CNCCC1=CC=C(C=C1)N 4-(2-methylamino-ethyl)-phenylamine